N-((cis)-3-(3-cyano-6-methylpyridin-2-yl)cyclobutyl)-1-((S or R)-1-(4,5-dimethyl-6-((1R,5S)-2-oxo-3-azabicyclo[3.1.0]hexan-3-yl)pyridin-3-yl)ethyl)-1H-1,2,3-triazole-4-carboxamide C(#N)C=1C(=NC(=CC1)C)[C@H]1C[C@H](C1)NC(=O)C=1N=NN(C1)[C@@H](C)C=1C=NC(=C(C1C)C)N1C([C@@H]2C[C@@H]2C1)=O |o1:21|